2-[(4-chlorophenoxy)carbonylamino]-4-[2-phenoxyethyl-[4-(5,6,7,8-tetrahydro-1,8-naphthyridin-2-yl)butyl]amino]butanoic acid ClC1=CC=C(OC(=O)NC(C(=O)O)CCN(CCCCC2=NC=3NCCCC3C=C2)CCOC2=CC=CC=C2)C=C1